C12(CC3CC(CC(C1)C3)C2)C=2C=C(C(=O)NCCC3=CC(=C(C=C3)O)O)C=CC2O 3-adamantan-1-yl-N-[2-(3,4-dihydroxyphenyl)-ethyl]-4-hydroxy-benzoic acid amide